Br\C(=C/COC1=CC(=C(OCC(=O)OC)C=C1)C)\C1=CC=C(C=C1)F methyl (Z)-2-(4-((3-bromo-3-(4-fluorophenyl)allyl)oxy)-2-methylphenoxy)acetate